C(=C)C=1C(=C(C=2CC3=CC=CC=C3C2C1)CC1=CC=CC=C1)C=C bisvinylbenzyl-fluorene